6-chloro-N-[5-chloro-1-(1-methylcyclopropyl)-1H-pyrazol-4-yl]-7-[4-(3-ethyloxetan-3-yl)piperazin-1-yl]quinazolin-2-amine ClC=1C=C2C=NC(=NC2=CC1N1CCN(CC1)C1(COC1)CC)NC=1C=NN(C1Cl)C1(CC1)C